C(#N)C=1C=C(C=CC1F)NC(=O)C=1N(C(=C(C1C)C(C(N[C@H](C#C)C1CC1)=O)=O)C)C N-(3-cyano-4-fluoro-phenyl)-1,3,5-trimethyl-4-[2-oxo-2-[[(1S)-1-cyclopropylprop-2-ynyl]amino]acetyl]pyrrole-2-carboxamide